3-(1-(2,6-difluoro-4-((1-(3-fluoropropyl)azetidin-3-yl)amino)phenyl)-3-methyl-3,4,6,7,8,10-hexahydrocyclopenta[f]pyrido[3,4-b]indol-2(1H)-yl)-2,2-difluoropropan-1-ol FC1=C(C(=CC(=C1)NC1CN(C1)CCCF)F)C1N(C(CC2=C1NC1=CC3=C(C=C21)CCC3)C)CC(CO)(F)F